N-benzyl-1-cyclohexyl-3-methoxypropan-2-amine hydrochloride Cl.C(C1=CC=CC=C1)NC(CC1CCCCC1)COC